C1(=CC=C(C=C1)S(=O)(=O)OC1=C(C=CC=C1)NC(=O)NC1=C(C=CC=C1)OS(=O)(=O)C1=CC2=CC=CC=C2C=C1)C N-[2-(p-tolylsulfonyloxy)phenyl]-N'-[2-(2-naphthalenesulfonyloxy)phenyl]urea